aminononynoic acid NC(C#CC(=O)O)CCCCC